FC1=C(N=CC2=C1N=C(N=C2N2CCC(CC2)C(=O)O)OCC21CCCN1CCC2)C2=CC=CC1=CC=CC(=C21)F 1-(8-fluoro-7-(8-fluoronaphthalen-1-yl)-2-((tetrahydro-1H-pyrrolizin-7a(5H)-yl)methoxy)pyrido[4,3-d]pyrimidin-4-yl)piperidine-4-carboxylic acid